FC=1C=C(C=CC1F)N1C(COCC1=O)C1=NC2=C(N1C=1SC(=CN1)C(=O)NC)C=CC(=C2)C=2C(=NOC2C)C 2-(2-(4-(3,4-difluorophenyl)-5-oxomorpholin-3-yl)-5-(3,5-dimethylisoxazol-4-yl)-1H-benzo[d]imidazol-1-yl)-N-methylthiazole-5-carboxamide